(5-((5-chloro-4-((5-(dimethylphosphoryl)quinoxalin-6-yl)amino)pyrimidin-2-yl)amino)-6-methoxypyridin-2-yl)thiomorpholin ClC=1C(=NC(=NC1)NC=1C=CC(=NC1OC)N1CCSCC1)NC=1C(=C2N=CC=NC2=CC1)P(=O)(C)C